C(C)(=O)C1=C(C=C(C(=C1)C1=CC(=CC=C1)F)F)C(=O)C=1SC(=CC1OC)C1=CC=2C(=NSN2)C=C1 (2-acetyl-4-(m-fluorophenyl)-5-fluorophenyl)(5-(2,1,3-benzothiadiazol-5-yl)-3-methoxy-2-thienyl)methanone